4-(3-bromophenyl)piperidine-4-carbonitrile hydrochloride Cl.BrC=1C=C(C=CC1)C1(CCNCC1)C#N